3,6-diaminophenanthrene NC=1C=CC=2C=CC3=CC=C(C=C3C2C1)N